CO[Si](CCCCCC[SiH2]C(NCCC[Si](OC)(OC)OC)NCCC[Si](OC)(OC)OC)(OC)OC 1-trimethoxysilyl-6-bis(trimethoxysilylpropylamino)methylsilylhexane